methyl 4-(allyloxy)-3-(N-(4-chloro-5-cyano-2-(2-(10,10-dimethyl-2-(2,2,2-trifluoroacetyl)-5,7-dioxa-2-aza-10-silaundecyl)piperidin-1-yl)phenyl)sulfamoyl)benzoate C(C=C)OC1=C(C=C(C(=O)OC)C=C1)S(NC1=C(C=C(C(=C1)C#N)Cl)N1C(CCCC1)CN(CCOCOCC[Si](C)(C)C)C(C(F)(F)F)=O)(=O)=O